2-bromo-5-nitro-4-(3-(trifluoromethoxy)phenoxy)phenol BrC1=C(C=C(C(=C1)OC1=CC(=CC=C1)OC(F)(F)F)[N+](=O)[O-])O